ethyl 1,5-dimethyl-4-[1-(2-trimethylsilylethoxymethyl)indazol-5-yl]sulfanyl-pyrrole-2-carboxylate CN1C(=CC(=C1C)SC=1C=C2C=NN(C2=CC1)COCC[Si](C)(C)C)C(=O)OCC